tert-butyl (R)-4-acetyl-3-(2-chloro-6-(4,4,5,5-tetramethyl-1,3,2-dioxaborolan-2-yl)pyridin-4-yl)piperazine-1-carboxylate C(C)(=O)N1[C@@H](CN(CC1)C(=O)OC(C)(C)C)C1=CC(=NC(=C1)B1OC(C(O1)(C)C)(C)C)Cl